4-propyl-diethyl-phenol C(CC)C1=C(C(=C(C=C1)O)CC)CC